ethyl 3-(3-chloro-5-(2-chloro-8,8-dimethyl-7,8-dihydro-6H-cyclopenta[e]pyrazolo[1,5-a]pyrimidine-6-carboxamido)pyridin-2-yl)-3-oxopropanoate ClC=1C(=NC=C(C1)NC(=O)C1CC(C2=C1C=NC=1N2N=C(C1)Cl)(C)C)C(CC(=O)OCC)=O